N(=[N+]=[N-])C1=CC(=C(C=C1C#N)F)Cl 6-azido-4-chloro-3-fluorobenzonitrile